NC1=CC=C(C=N1)CC(C)(C)C1=CC=C(C=C1)Cl 1-(6-amino-3-pyridyl)-2-(4-chlorophenyl)-2-methyl-propan